(3aR,6aS)-tert-Butyl 5-(5-bromo-1,3,4-thiadiazol-2-yl)hexahydropyrrolo[3,4-c]pyrrole-2(1H)-carboxylate BrC1=NN=C(S1)N1C[C@H]2[C@@H](C1)CN(C2)C(=O)OC(C)(C)C